C1(CC1)OC1=C(C=C(C=C1)N1CCN(CC1)CC)[N+](=O)[O-] 1-(4-Cyclopropoxy-3-nitrophenyl)-4-ethylpiperazine